t-butoxybenzyl-trichlorosilane C(C)(C)(C)OC(C1=CC=CC=C1)[Si](Cl)(Cl)Cl